N-(phosphonomethyl)glycin P(=O)(O)(O)CNCC(=O)O